5,6,7,8-tetrahydrooxazolo[4,5-g]isoquinolin-2(1H)-one N1C(OC=2C1=CC=1CCNCC1C2)=O